bis(dimethylamino)-5,5-dimethyl-3'-oxo-N-(prop-2-yn-1-yl)-3'H,5H-spiro[dibenzo[b,e]siline-10,1'-isobenzofuran]-6'-carboxamide CN(C)C=1C(=C2C(OC3(C2=CC1C(=O)NCC#C)C1=C([Si](C2=C3C=CC=C2)(C)C)C=CC=C1)=O)N(C)C